tert-butyl 6-[4-[2-[3-[4-(ethylsulfonylamino)-2-(6-methyl-7-oxo-1H-pyrrolo[2,3-c]pyridin-4-yl)phenoxy]phenoxy]ethoxy]-1-piperidyl]pyridine-3-carboxylate C(C)S(=O)(=O)NC1=CC(=C(OC=2C=C(OCCOC3CCN(CC3)C3=CC=C(C=N3)C(=O)OC(C)(C)C)C=CC2)C=C1)C=1C2=C(C(N(C1)C)=O)NC=C2